C(C)(C)(C)OC(=O)N1CCC(CC1)CCN1CCN(CC1)C(=O)OCC1=CC=CC=C1 benzyl 4-[2-[1-(tert-butoxycarbonyl)piperidin-4-yl]ethyl]piperazine-1-carboxylate